[Si](C)(C)(C(C)(C)C)O[C@H]1[C@H]([C@@H](O[C@@H]1CO)N1C=2N=C(NC(C2N=C1)=O)NC(C(C)C)=O)F N-(9-((2R,3R,4R,5R)-4-((tert-butyldimethylsilyl)oxy)-3-fluoro-5-(hydroxymethyl)tetrahydrofuran-2-yl)-6-oxo-6,9-dihydro-1H-purin-2-yl)isobutyramide